C(CCC)N1C=2N(C(N(C1=O)C1CCC(CC1)CN1C(N(C(C1(C)C)=O)COCC[Si](C)(C)C)=O)=O)C=CN2 1-butyl-3-((1s,4s)-4-((5,5-dimethyl-2,4-dioxo-3-((2-(trimethylsilyl)ethoxy)methyl)imidazolidin-1-yl)methyl)cyclohexyl)imidazo[1,2-a][1,3,5]triazine-2,4(1H,3H)-dione